7-bromo-3-ethylbenzo[b]thiophene BrC1=CC=CC2=C1SC=C2CC